[Ir+].CC1(C=CC=C1)C1=CCCC=CCC1 (methylcyclopentadienyl)(1,5-cyclooctadiene) iridium(I)